N-(4-(2-(((1r,4r)-4-(dimethylamino)cyclohexyl)amino)-1'-ethyl-7-oxo-5H-spiro[pyrido[4,3-d]pyrimidine-8,3'-pyrrolidin]-6(7H)-yl)-2-fluorophenyl)-1-(4-fluorophenyl)methanesulfonamide CN(C1CCC(CC1)NC=1N=CC2=C(N1)C1(CN(CC1)CC)C(N(C2)C2=CC(=C(C=C2)NS(=O)(=O)CC2=CC=C(C=C2)F)F)=O)C